B(O)(O)OB(O)O.C(C)#N acetonitrile diborate